FC1([C@@H](CN2C(N(CC[C@@H]21)C2=NOC1=C2C(=CC(=C1)C(F)(F)F)C1=C(C=C(C=C1F)F)F)=O)NS(=O)(=O)C)F N-{(4aR,6R)-5,5-difluoro-1-oxo-2-[6-(trifluoromethyl)-4-(2,4,6-trifluorophenyl)-1,2-benzoxazol-3-yl]octahydropyrrolo[1,2-c]pyrimidin-6-yl}methanesulfonamide